BrC=1C=CC2=C(NC(=N2)C=2C(NC3=CC=CC=C3C2Cl)=O)C1 3-(6-bromo-1H-benzo[d]imidazol-2-yl)-4-chloroquinolin-2(1H)-one